COCCOC(=O)C1=CC=CC=C1C(=O)OCCOC Dimethylglycol phthalate